CC1N(C2=CC=CC=C2CC1)C(=O)C1=NC(=NC(=C1)N1CCNCC1)OC[C@H]1N(CCC1)C (2-methyl-3,4-dihydro-2H-quinolin-1-yl)-[2-[[(2S)-1-methylpyrrolidin-2-yl]methoxy]-6-piperazin-1-yl-pyrimidin-4-yl]methanone